3-(4-methoxyphenyl)-N-(2-(piperidin-1-yl)pyrimidin-4-yl)isoxazol-5-amine COC1=CC=C(C=C1)C1=NOC(=C1)NC1=NC(=NC=C1)N1CCCCC1